FC(OC1=C(C=C(C=C1)OC(F)F)C1=NN(C=C1NC(=O)C=1C=NN2C1N=CC=C2)CC=2N=NN(N2)C[C@@H]2N(CCC2)C)F |r| N-[3-[2,5-bis(difluoromethoxy)phenyl]-1-[[2-[[rac-(2R)-1-methylpyrrolidin-2-yl]methyl]tetrazol-5-yl]methyl]pyrazol-4-yl]pyrazolo[1,5-a]pyrimidine-3-carboxamide